6-methyl-7-oxo-1-tosyl-4,5,6,7-tetrahydro-1H-pyrrolo[2,3-c]pyridine-3-sulfonyl chloride CN1C(C2=C(CC1)C(=CN2S(=O)(=O)C2=CC=C(C)C=C2)S(=O)(=O)Cl)=O